N-cyclopropyl-2-(difluoromethoxy)-4-[7-[3-(6,8-dihydro-5H-[1,2,4]triazolo[1,5-a]pyrazin-7-yl)propoxy]imidazo[1,2-a]pyridin-3-yl]-6-methoxy-benzamide C1(CC1)NC(C1=C(C=C(C=C1OC)C1=CN=C2N1C=CC(=C2)OCCCN2CC=1N(CC2)N=CN1)OC(F)F)=O